C[C@H]1[C@@H]([C@H]([C@H]([C@@H](O1)O[C@H]2CC[C@]3([C@@H](C2)CC[C@@H]4[C@@H]3CC[C@]5([C@@]4(CC[C@@H]5C6=CC(=O)OC6)O)C)C)O)OC)O[C@H]7[C@@H]([C@H]([C@@H]([C@H](O7)CO)O)O)O The molecule is a cardenolide glycoside consisting of digitoxigenin having a beta-D-glucopyrananosyl-(1->4)-alpha-L-acofriopyranosyl moiety attached at the 3-position. It derives from a digitoxigenin.